C(C(C)C)(=O)OC[C@H]1O[C@H]([C@H]2OC(\C=C/C(OC21)=O)=O)N2C(N/C(/C=C2)=N/O)=O ((7R,9R,9aS,Z)-9-((E)-4-(hydroxyimino)-2-oxo-3,4-dihydropyrimidin-1(2H)-yl)-2,5-dioxo-2,5,6a,7,9,9a-hexahydrofuro[3,4-b][1,4]dioxocin-7-yl)methyl isobutyrate